FC=1C=C(CN2CC(C2)C(=O)N2CCC=3C2=CN=CC3C=3NC2=CC=C(C=C2C3)C#N)C=CC1 2-(1-(1-(3-fluorobenzyl)azetidine-3-carbonyl)-2,3-dihydro-1H-pyrrolo[2,3-c]pyridin-4-yl)-5-cyano-1H-indole